FC(CNC=1N=CC2=C(N1)NC=C2C2=CC=C1C(=N2)N(C(=N1)C)C(C)C)(C)C N-(2-fluoro-2-methylpropyl)-5-(3-isopropyl-2-methyl-3H-imidazo[4,5-b]pyridin-5-yl)-7H-pyrrolo[2,3-d]pyrimidin-2-amine